8-Azaadenin N1=CN=C2N=NNC2=C1N